[1,4]Benzooxazepine O1C=CN=CC2=C1C=CC=C2